C(C1=CC=CC=C1)(=O)OC[C@@]1(CN(C[C@@H](O1)N1C(N=C(C=C1)NC(C1=CC=CC=C1)=O)=O)C1CCCCC1)CO[Si](C(C)C)(C(C)C)C(C)C [(2S,6R)-6-(4-benzamido-2-oxo-pyrimidin-1-yl)-4-cyclohexyl-2-(triisopropylsilyloxymethyl)morpholin-2-yl]methyl benzoate